N1C=NC2=C1C=CC(=C2)\C(=C(/CC)\C2=CC=CC=C2)\C2=CC=C(C=C2)/C=C/C(=O)O (E)-3-(4-((E)-1-(1H-benzo[d]imidazol-5-yl)-2-phenylbut-1-en-1-yl)phenyl)acrylic acid